3-[4-(N-Ethyl-N-methylamino)-2-(methylsulfanyl)pyrimidin-5-yl]acrylonitrile C(C)N(C)C1=NC(=NC=C1C=CC#N)SC